(2S,5R)-5-(2-chlorophenyl)-1-(2'-isobutoxy-[1,1'-biphenyl]-4-carbonyl)pyrrolidine-2-carboxylic acid ClC1=C(C=CC=C1)[C@H]1CC[C@H](N1C(=O)C1=CC=C(C=C1)C1=C(C=CC=C1)OCC(C)C)C(=O)O